diethanolamine tetradecanoate C(CCCCCCCCCCCCC)(=O)O.N(CCO)CCO